bis(2-Fluoroethoxy)ethane FCCOC(C)OCCF